2-tert-butyl-(8-oxooctanoylamino)carbamic acid C(C)(C)(C)C(C(=O)NNC(O)=O)CCCCCC=O